CN1C(N(C2=C1C=C(C=C2)CC(=O)N2CC(C2)OCC2CCNCC2)C2C(NC(CC2)=O)=O)=O 3-[3-methyl-2-oxo-5-[[3-(4-piperidylmethoxy)azetidin-1-Oyl]methyl]benzimidazol-1-yl]piperidine-2,6-dione